C1(CC1)C1=CC=C(C2=CC=CC=C12)N1C(=NC2=NC=CC=C21)S (4-cyclopropyl-naphthalen-1-yl)-1H-imidazo[4,5-b]Pyridine-2-thiol